CC1=CC=C(C=C1)S(=O)(=O)OC=1N=C(N(C(C1C)=O)C1=C(C(=CC=C1C)Cl)Cl)C 1-(2,3-dichloro-6-methylphenyl)-2,5-dimethyl-6-oxo-1,6-dihydropyrimidin-4-yl 4-methylbenzene-1-sulfonate